ClC1=C(C(=CC(=C1)NC([C@H](COC)C1=CC=C(C=C1)S(=O)(=O)C)=O)Cl)C1=C(C=CC=C1)OC(F)(F)F |o1:9| rel-(S)-N-(2,6-dichloro-2'-(trifluoromethoxy)-[1,1'-biphenyl]-4-yl)-2-(4-(methylsulfonyl)phenyl)-3-methoxypropionamide